NC1=C(C=2C=NC(=C(C2N1C1=C2C=NNC2=CC=C1C)CC1CNC1)C1CC1)C(=O)N 2-amino-7-(azetidin-3-ylmethyl)-6-cyclopropyl-1-(5-methyl-1H-indazol-4-yl)pyrrolo[3,2-c]pyridine-3-carboxamide